N-{(4aR,6R)-5,5-difluoro-2-[6-fluoro-4-(2,4,6-trifluorophenyl)-1,2-benzoxazol-3-yl]-1-oxooctahydropyrrolo[1,2-c]pyrimidin-6-yl}cyclopropanesulfonamide FC1([C@@H](CN2C(N(CC[C@@H]21)C2=NOC1=C2C(=CC(=C1)F)C1=C(C=C(C=C1F)F)F)=O)NS(=O)(=O)C1CC1)F